BrCCCCCCOC(\C=C(\CCCCCCC)/CCCC)=O (E)-6-bromohexyl-3-butyldec-2-enoate